1-Tert-butyl(3-(1-(2,6-dioxopiperidin-3-yl)-3-methyl-2-oxo-2,3-dihydro-1H-benzo[d]imidazol-4-yl)prop-2-yn-1-yl)(methyl)carbamate C(C)(C)(C)CN(C([O-])=O)CC#CC1=CC=CC=2N(C(N(C21)C)=O)C2C(NC(CC2)=O)=O